(R)-5-([1,1'-biphenyl]-4-yl)-2-methyl-4-oxopentanoic acid calcium salt [Ca+2].C1(=CC=C(C=C1)CC(C[C@H](C(=O)[O-])C)=O)C1=CC=CC=C1.C1(=CC=C(C=C1)CC(C[C@H](C(=O)[O-])C)=O)C1=CC=CC=C1